1-(4-hydroxyphenyl)-3-(2-thienyl)-2-propen-1-one OC1=CC=C(C=C1)C(C=CC=1SC=CC1)=O